dinaphthylcarbonate C1(=CC=CC2=CC=CC=C12)OC(OC1=CC=CC2=CC=CC=C12)=O